CC=1CCOC(C1)CCCCC 4-methyl-6-pentyl-3,6-dihydro-2H-pyran